CS(=O)(=O)NC1=CC=C(C(=O)NC2CCC(CC2)NC2=CC=CC=3N2C=C(N3)C(F)(F)F)C=C1 4-methanesulfonamido-N-[(1s,4s)-4-{[2-(trifluoromethyl)imidazo[1,2-a]pyridin-5-yl]amino}cyclohexyl]benzamide